2,2-Diphenyl-ethanol C1(=CC=CC=C1)C(CO)C1=CC=CC=C1